FC=1C=CC(=NC1)[C@@H](C)OC1=NC(=CC=2N1C=CN2)C=2C=NN(C2C)C2CCN(CC2)C(=O)OC(C)(C)C tert-Butyl 4-[4-[5-[(1R)-1-(5-fluoro-2-pyridyl)ethoxy]imidazo[1,2-c]pyrimidin-7-yl]-5-methyl-pyrazol-1-yl]piperidine-1-carboxylate